FC1=C(OC(OC(=C1F)F)(F)F)F perfluoro(3,5-dioxepine)